ClC=1C=C(CCN2C[C@H](CCC2)NC(OC(C)(C)C)=O)C=CC1OCC1CC1 tert-butyl (S)-(1-(3-chloro-4-(cyclopropylmethoxy)phenethyl)piperidin-3-yl)carbamate